(E)-3-(3-(5-chlorothiophene-2-yl)phenyl)acrylic acid ClC1=CC=C(S1)C=1C=C(C=CC1)/C=C/C(=O)O